N-(2,6-dichlorobenzyl)-N'-(pyridin-3-yl)acetohydrazide ClC1=C(CN(NC=2C=NC=CC2)C(C)=O)C(=CC=C1)Cl